butylenebisbehenamide C(CCCCCCCCCCCCCCCCCCCCCCCCC(=O)N)CCCCCCCCCCCCCCCCCCCCCC(=O)N